5-((isobutoxycarbonyl)amino)pyridine C(C(C)C)OC(=O)NC=1C=CC=NC1